N-[(1S)-1-(dicyclopropylmethyl)-2-[[5-(5-ethyl-3-methyl-1H-pyrazol-4-yl)-6-fluoro-2-pyridyl]amino]-2-oxo-ethyl]-2-(2-methylsulfinylethyl)pyrazole-3-carboxamide C1(CC1)C([C@@H](C(=O)NC1=NC(=C(C=C1)C=1C(=NNC1CC)C)F)NC(=O)C=1N(N=CC1)CCS(=O)C)C1CC1